6-(4-Ethyl-3-(hydroxymethyl)-5-oxo-4,5-dihydro-1H-1,2,4-triazol-1-yl)-7-Fluoro-2-(2-fluoro-5-tolyl)-4-(prop-1-en-2-yl)isoquinolin-1(2H)-one C(C)N1C(=NN(C1=O)C=1C=C2C(=CN(C(C2=CC1F)=O)C=1C=CC(=C(C1)C)F)C(=C)C)CO